tert-butyl (5-bromo-3-(3-(4-bromomethylphenyl)isoxazole-5-yl)pyrazin-2-yl)(tert-butoxycarbonyl)carbamate BrC=1N=C(C(=NC1)N(C(OC(C)(C)C)=O)C(=O)OC(C)(C)C)C1=CC(=NO1)C1=CC=C(C=C1)CBr